FC(C1=NNCC(=C1)C1=CC=CC=C1)(F)F 3-trifluoromethyl-5-phenyl-1,6-dihydropyridazine